C1(=CC=CC=C1)NC1=CC(=CC=C1)C1=NN(C=C1)CC=1C=NC=CC1 N-phenyl-3-(1-(pyridin-3-ylmethyl)-1H-pyrazol-3-yl)aniline